FC1=C(C=C(C=C1)CN1CC2(C1)COCC2)C2=NC=1C=CNC(C1C(=C2)NC2=NC=C(C=C2)N2CCC(CC2)O)=O 2-[2-fluoro-5-(6-oxa-2-azaspiro[3.4]octan-2-ylmethyl)phenyl]-4-[[5-(4-hydroxy-1-piperidyl)-2-pyridyl]amino]-6H-1,6-naphthyridin-5-one